C1(=CC=CC=C1)NC(C(C)C)=O N-phenyl-isobutyramide